ClC=1N(C(C2=C(N1)N(C=C2I)COCC[Si](C)(C)C)=O)C 2-chloro-5-iodo-3-methyl-7-((2-(trimethylsilyl)ethoxy)methyl)-3,7-dihydro-4H-pyrrolo[2,3-d]pyrimidin-4-one